8-fluoro-5-[(2S)-2-methylazetidin-1-yl]-2-(methylsulfanyl)pyrido[4,3-d]pyrimidin-7-yl-5-[2-(triisopropylsilyl)ethynyl]naphthalen-2-ol FC1=C(N=C(C2=C1N=C(N=C2)SC)N2[C@H](CC2)C)C2=C(C=CC1=C(C=CC=C21)C#C[Si](C(C)C)(C(C)C)C(C)C)O